4-amino-2-fluoro-5-(2-fluoropyridin-4-yl)-3-(prop-1-en-2-yl)-benzoic acid methyl ester COC(C1=C(C(=C(C(=C1)C1=CC(=NC=C1)F)N)C(=C)C)F)=O